(E)-6-(2-thienyl)-4-[3-(trifluoromethyl)phenyl]aminoquinoline S1C(=CC=C1)C=1C=C2C(=CC=NC2=CC1)NC1=CC(=CC=C1)C(F)(F)F